2,2,2-trifluoro-1-(2-methoxyphenyl)ethan-1-amine hydrochloride Cl.FC(C(N)C1=C(C=CC=C1)OC)(F)F